(2-methoxy)propane COC(C)C